NC1=C(C=C(C=C1)N1CC2(CN(C2)C(=O)OC(C)(C)C)C1)OC tert-butyl 6-(4-amino-3-methoxyphenyl)-2,6-diazaspiro[3.3]heptane-2-carboxylate